FC1([C@@H]([C@H](CCC1)N1CCN(CC1)C(C)C)NC(=O)N1C[C@H]2[C@@H](C1)CC(=C2)C2=CC=CC=C2)F (3as,6ar)-N-{(1r,6s)-2,2-difluoro-6-[4-(propan-2-yl)piperazin-1-yl]cyclohexyl}-5-phenyl-3,3a,4,6a-tetrahydrocyclopenta[c]pyrrole-2(1H)-carboxamide